FC=1C=CC(=NC1)COC1=C(C#N)C=CN=C1 3-((5-fluoropyridin-2-yl)methoxy)isonicotinonitrile